(6-cyclopropylpyridin-3-yl)-7-methyl-6-(3-azaspiro[5.5]undec-8-en-9-yl)-7H-pyrrolo[2,3-d]pyrimidin-4-amine C1(CC1)C1=CC=C(C=N1)C=1N=C(C2=C(N1)N(C(=C2)C2=CCC1(CCNCC1)CC2)C)N